2-[2-chloro-4-(methylsulfonyl)-3-(morpholin-4-ylmethyl)benzoyl]-3-hydroxycyclohex-2-en-1-one, 1-(2-carboxy-ethyl)-4-(pyrimidin-2-yl)pyridazin-1-ium salt C(=O)(O)CC[N+]1=NC=C(C=C1)C1=NC=CC=N1.ClC1=C(C(=O)C=2C(CCCC2O)=O)C=CC(=C1CN1CCOCC1)S(=O)(=O)C